1,5-Dimethyl-4-{[2-methyl-5-(1-methyl-1H-pyrazol-4-yl)thiophen-3-yl]sulfonyl}-1,2,3,4-tetrahydroquinoxaline CN1CCN(C2=C(C=CC=C12)C)S(=O)(=O)C1=C(SC(=C1)C=1C=NN(C1)C)C